COC(CC1CCN(CC1)C(=O)OC(C)(C)C)=O tert-butyl 4-(2-methoxy-2-oxo-ethyl)piperidine-1-carboxylate